3-(2-{[5-(hydroxymethyl)-1H-1,2,4-triazol-3-yl]amino}-5-(2-methyl-1H-imidazol-1-yl)-1,3-thiazol-4-yl)benzonitrile OCC1=NC(=NN1)NC=1SC(=C(N1)C=1C=C(C#N)C=CC1)N1C(=NC=C1)C